FC(S(=O)(=O)C1=CC2=CC3=C(C(=CC(O3)=O)C)C=C2C=C1)(F)F 8-trifluoromethanesulfonyl-4-methyl-2H-benzo[g]benzopyran-2-one